CN1N=C(C=C1O)C1CN(CC1)C1=NC(=NC=C1)C1=CN=C2N1C=C(N=C2)C(F)(F)F 1-Methyl-3-(1-(2-(6-(trifluoromethyl)imidazo[1,2-a]pyrazin-3-yl)pyrimidin-4-yl)pyrrolidin-3-yl)-1H-pyrazol-5-ol